hydroxy-2-sulfonatoacetate OC(C(=O)[O-])S(=O)(=O)[O-]